(S)-1-[(S)-1-[(4-{2-[N-Methyl(isopentyl)amino]-1-methyl-2-oxoethyl}-1-piperidyl)carbonyl]-3-methylbutyl]-3-isobutyl-2-piperazinone CN(C(C(C)C1CCN(CC1)C(=O)[C@H](CC(C)C)N1C([C@@H](NCC1)CC(C)C)=O)=O)CCC(C)C